FC=1C(=C(C=C(C1)CC(F)(F)F)[C@@H](C(=O)O)N1C[C@@H](CC1)N(CCCCCC1=NC=2NCCCC2C=C1)C)OC (S)-2-(3-fluoro-2-methoxy-5-(2,2,2-trifluoroethyl)phenyl)-2-((R)-3-(methyl(5-(5,6,7,8-tetrahydro-1,8-naphthyridin-2-yl)pentyl)amino)pyrrolidin-1-yl)acetic acid